Methyl Arachidate C(CCCCCCCCCCCCCCCCCCC)(=O)OC